benzyl 4-[8-[4-[2-methoxyethyl(methyl)amino]phenyl]-2-methylsulfanyl-7-oxo-pyrido[2,3-d]pyrimidin-6-yl]-8-methyl-2,3-dihydroquinoxaline-1-carboxylate COCCN(C1=CC=C(C=C1)N1C(C(=CC2=C1N=C(N=C2)SC)N2CCN(C1=C(C=CC=C21)C)C(=O)OCC2=CC=CC=C2)=O)C